4-chloro-3-iodo-1-((2-(trimethylsilyl)ethoxy)methyl)-1H-pyrrolo[2,3-b]pyridine ClC1=C2C(=NC=C1)N(C=C2I)COCC[Si](C)(C)C